ethyl (E)-2-(5-chloro-1-{[2-(trimethylsilyl)ethoxy]methyl}-2-pyrrolylcarbonylamino)-5,5-dimethyl-3-hexenoate ClC1=CC=C(N1COCC[Si](C)(C)C)C(=O)NC(C(=O)OCC)\C=C\C(C)(C)C